4-amino-7-(difluoromethoxy)-N,1-dimethyl-N-(2-(trifluoromethyl)-5,8-dihydro-6H-pyrano[3,4-b]pyridin-5-yl)-1H-pyrazolo[4,3-c]quinoline-8-carboxamide NC1=NC=2C=C(C(=CC2C2=C1C=NN2C)C(=O)N(C2COCC1=NC(=CC=C12)C(F)(F)F)C)OC(F)F